CC(C=CCN)(C)N1CCN(CC1)C 4-methyl-4-(4-methylpiperazin-1-yl)pent-2-enamine